O[C@H]1CN(C[C@H]1NC1=NN=C(C2=CC=CC=C12)C1=CC=C(C=C1)C(F)(F)F)C(=O)OC(C)(C)C tert-butyl (3S,4R)-3-hydroxy-4-((4-(4-(trifluoromethyl)phenyl)phthalazin-1-yl)amino)pyrrolidine-1-carboxylate